tert-butyl 4-[4-(4-{5-chloro-2-fluoro-3-[(3-fluoroazetidin-1-ylsulfonyl)amino]phenyl}-3-(pyridin-4-yl)pyrazol-1-yl)phenyl]piperazine-1-carboxylate ClC=1C=C(C(=C(C1)C=1C(=NN(C1)C1=CC=C(C=C1)N1CCN(CC1)C(=O)OC(C)(C)C)C1=CC=NC=C1)F)NS(=O)(=O)N1CC(C1)F